diisopropyl-octadecylchlorosilane C(C)(C)[Si](Cl)(CCCCCCCCCCCCCCCCCC)C(C)C